tert-butyl (3S,4R)-3-cyano-4-phenylpyrrolidine-1-carboxylate C(#N)[C@@H]1CN(C[C@H]1C1=CC=CC=C1)C(=O)OC(C)(C)C